methyl 4-(difluoromethyl)-3-fluoropyridinecarboxylate FC(C1=C(C(=NC=C1)C(=O)OC)F)F